2,3,3a,8b-tetrahydro-2-hydroxy-1-[(1E,3SR,4SR)-3-hydroxy-4-methyloct-1-en-6-yn-1-yl]-1H-cyclopenta[b]benzofuran-5-butanoate OC1C(C2C(OC3=C2C=CC=C3CCCC(=O)[O-])C1)\C=C\[C@H]([C@H](CC#CC)C)O |r|